COC([C@H](CC1=CC(=CC(=C1)O[Si](C(C)C)(C(C)C)C(C)C)C=1C=C2C(=C(NC2=CC1)I)CC(COC(C)=O)(C)C)NC(=O)OC(C)(C)C)=O (2S)-3-(3-[3-[3-(acetoxy)-2,2-dimethylpropyl]-2-iodo-1H-indol-5-yl]-5-[(triisopropylsilyl)oxy]phenyl)-2-[(tert-butoxycarbonyl)amino]propionic acid methyl ester